FC1(CC(C1)OC=1C2=C(C(=NC1)C(F)(F)F)C1([C@@H]([C@H]2O)F)OCCO1)F (5'S,6'R)-4'-(3,3-difluorocyclobutoxy)-6'-fluoro-1'-(trifluoromethyl)spiro[1,3-dioxolane-2,7'-5,6-dihydrocyclopenta[c]pyridine]-5'-ol